methyl 2-[[4-bromo-2-[(E)-3-[5-chloro-2-[(6-chloro-2-pyridyl)oxymethyl]phenyl]prop-1-enyl]phenyl]methyl]-7-methoxy-3-[[(2S)-oxetan-2-yl]methyl]benzimidazole-5-carboxylate BrC1=CC(=C(C=C1)CC=1N(C2=C(N1)C(=CC(=C2)C(=O)OC)OC)C[C@H]2OCC2)\C=C\CC2=C(C=CC(=C2)Cl)COC2=NC(=CC=C2)Cl